C(C)(C)(C)OC(=O)N1CC(CC1)(C1=CC=C(C=C1)C(=O)N1CCC(CC1)OC1=CC=C(C=C1)C(F)(F)F)OC.C(CCCCC)OS(=O)(=O)[O-].C(C)N1C=[N+](C=C1)C 1-ethyl-3-methyl-imidazolium hexyl-sulfate tert-butyl-3-methoxy-3-(4-(4-(4-(trifluoromethyl)phenoxy)piperidine-1-carbonyl)phenyl)pyrrolidine-1-carboxylate